[NH4+].[Rh+3] rhodium (III) ammonium salt